C(C)(=O)C1=C(OCC(=O)O)C=CC=C1 2-(2-acetylphenoxy)acetic acid